7-bromo-3-iodo-imidazo[1,2-a]Pyridine BrC1=CC=2N(C=C1)C(=CN2)I